4,5-difluoro-2,4-dinitrobenzene FC1(CC(=CC=C1F)[N+](=O)[O-])[N+](=O)[O-]